ClC=1C=C(C=CC1)[C@@](CCCO)(O)C1=CSC(=C1)C1OCCO1 (1R)-1-(3-Chlorophenyl)-1-[5-(1,3-dioxolan-2-yl)-3-thienyl]butane-1,4-diol